6-(difluoromethyl)-N-[5-(4-methylpiperazin-1-yl)pyridin-2-yl]-8-piperidin-1-ylpyrido[3,4-d]pyrimidin-2-amine FC(C1=CC2=C(N=C(N=C2)NC2=NC=C(C=C2)N2CCN(CC2)C)C(=N1)N1CCCCC1)F